N6-(1,3-dimethyl-1H-pyrazol-4-yl)-3-[7-fluoro-1-(tetrahydro-2H-pyran-2-yl)-1H-indazol-4-yl]-1-(propan-2-yl)-1H-pyrazolo[3,4-d]pyrimidine-4,6-diamine CN1N=C(C(=C1)NC1=NC(=C2C(=N1)N(N=C2C2=C1C=NN(C1=C(C=C2)F)C2OCCCC2)C(C)C)N)C